2-fluoro-3-(1-(methyl-d3)pyrrolidin-2-yl)acrylamide FC(C(=O)N)=CC1N(CCC1)C([2H])([2H])[2H]